3-(5-(((1S,2S)-2-(3-(4,4-difluoropiperidin-1-yl)-azetidin-1-yl)cyclohexyl)-oxy)-1-oxo-isoindolin-2-yl)-piperidine-2,6-dione FC1(CCN(CC1)C1CN(C1)[C@@H]1[C@H](CCCC1)OC=1C=C2CN(C(C2=CC1)=O)C1C(NC(CC1)=O)=O)F